CN1N=C(N=N1)C(N1CCN(CC1)C(=O)C1=NC=CC(=C1)C=1OC2=C(N1)C=C(C=C2)NC(OC)=O)C2=CC=CC=C2 Methyl (2-(2-(4-((2-methyl-2H-tetrazol-5-yl)(phenyl)methyl)piperazine-1-carbonyl)pyridin-4-yl)benzo[d]oxazol-5-yl)carbamate